p-trifluoromethyl-cinnamic acid chloride FC(C1=CC=C(C=CC(=O)Cl)C=C1)(F)F